C(#C)C1=C(CC2=CC=C(C=C2)OCCC(=O)O)C=C(C=C1)[C@@H]1O[C@@H]([C@H]([C@@H]([C@H]1O)O)O)SC 3-(4-(2-ethynyl-5-((2s,3r,4r,5s,6r)-3,4,5-trihydroxy-6-(methylthio)tetrahydro-2H-pyran-2-yl)benzyl)phenyloxy)propanoic acid